aminosodium N[Na]